Methyl 2-(dichloromethyl)-4,5-dihydro-oxazole-4-carboxylate ClC(C=1OCC(N1)C(=O)OC)Cl